(3S)-3-[5-[4-(2-azaspiro[3.3]heptan-6-yl)piperazin-1-yl]-1-oxo-isoindolin-2-yl]piperidine-2,6-dione C1NCC12CC(C2)N2CCN(CC2)C=2C=C1CN(C(C1=CC2)=O)[C@@H]2C(NC(CC2)=O)=O